3-((3-exo)-3-((6-((5-methyl-1H-pyrazol-3-yl)amino)-2-morpholinopyrimidin-4-yl)amino)-8-azabicyclo[3.2.1]oct-8-yl)propionitrile CC1=CC(=NN1)NC1=CC(=NC(=N1)N1CCOCC1)NC1CC2CCC(C1)N2CCC#N